FC1=CC=2C(C=C(OC2C2=C1NC(=N2)C(F)(F)F)C2CCN(CC2)C(=O)OC(C)(C)C)=O tertbutyl 4-(4-fluoro-6-oxo-2-(trifluoromethyl)-3,6-dihydrochromeno[7,8-d]imidazol-8-yl)piperidine-1-carboxylate